OCCCCOC(CCCCCO)=O 6-HYDROXY-HEXANOIC ACID 4-HYDROXYBUTYL ESTER